ClP(=O)(OC1=CC=CC=C1)NC(C(=O)OCC1=CC=CC=C1)C benzyl 2-((chloro(phenoxy)phosphoryl)amino)propanoate